tert-butyl(3-sulfamoylphenyl) carbamate C(N)(OC1=C(C(=CC=C1)S(N)(=O)=O)C(C)(C)C)=O